N=S1(CCN(CC1)C(=O)OC(C)(C)C)=O tert-Butyl 1-iminothiomorpholine-4-carboxylate 1-oxide